4-[2-(benzyloxy)-4-fluorophenyl]-2-[6-(difluoromethoxy)pyridin-3-yl]-2,3-dihydro-1H-pyrrolo[3,4-c]pyridin-1-one C(C1=CC=CC=C1)OC1=C(C=CC(=C1)F)C1=NC=CC2=C1CN(C2=O)C=2C=NC(=CC2)OC(F)F